diethylaminoethyl-(S)-3-(benzoylaminomethyl)-5-methylhexanoate hydrochloride Cl.C(C)N(CC)CCOC(C[C@H](CC(C)C)CNC(C1=CC=CC=C1)=O)=O